FC(C(=O)O)(F)F.FC(C(=O)O)(F)F.CS(=O)(=O)CCNC(CN1CC2(C1)CC(C2)N[C@H]2[C@@H](C2)/C(=C/C2=CC=CC=C2)/CC)=O N-(2-(methylsulfonyl)ethyl)-2-(6-(((1R,2S)-2-((E)-1-phenylbut-1-en-2-yl)cyclopropyl)amino)-2-azaspiro[3.3]heptan-2-yl)acetamide bis(2,2,2-trifluoroacetate)